FC1=C(C(=O)N2CCN(CC2)C2=NC=C(C#N)C=C2)C=C(C=C1)C=O 6-(4-(2-fluoro-5-formylbenzoyl)piperazin-1-yl)nicotinonitrile